6-(1-(4-methoxybenzyl)-1H-pyrazol-4-yl)-2-(6-methylpyridin-2-yl)-7-oxo-6,7-dihydro-2H-pyrazolo[3,4-c]pyridin-3-yl trifluoromethanesulfonate FC(S(=O)(=O)OC=1N(N=C2C(N(C=CC21)C=2C=NN(C2)CC2=CC=C(C=C2)OC)=O)C2=NC(=CC=C2)C)(F)F